N-(2-Aminoethyl)-6-(5-ethyl-1H-imidazol-2-yl)pyridin-2-amine NCCNC1=NC(=CC=C1)C=1NC(=CN1)CC